bismuth praseodymium iron cobalt titanium [Ti].[Co].[Fe].[Pr].[Bi]